Cl.O[C@@](CNC[C@@H](C)NS(=O)(=O)C=1C=C2C=CN=CC2=CC1)(C)C1=CC=CC=C1 N-[(R)-1-{(S)-2-hydroxy-2-phenylpropylamino}propan-2-yl]isoquinoline-6-sulfonamide monohydrochloride